(2R,3S)-2-(3-(2-chloro-9H-purin-9-yl)propyl)piperidin-3-ol ClC1=NC=C2N=CN(C2=N1)CCC[C@H]1NCCC[C@@H]1O